6,6'-((2-(Dihexylamino)Ethyl)Azanediyl)Bis(N,N-Didecylhexanamide) C(CCCCC)N(CCN(CCCCCC(=O)N(CCCCCCCCCC)CCCCCCCCCC)CCCCCC(=O)N(CCCCCCCCCC)CCCCCCCCCC)CCCCCC